3-[4-(5-benzyl-pyrimidin-2-yl)piperazin-1-yl]-6-(1-methyl-1H-pyrazol-4-yl)pyrazolo[1,5-a]pyridine C(C1=CC=CC=C1)C=1C=NC(=NC1)N1CCN(CC1)C=1C=NN2C1C=CC(=C2)C=2C=NN(C2)C